4,4'-(1H-1,2,4-triazol-1-ylmethylene)-bisbenzonitrile N1(N=CN=C1)C(C1=CC=C(C#N)C=C1)C1=CC=C(C#N)C=C1